CC(CCCCCCCCCC)=O 2-dodec-anone